4-((tert-butoxycarbonyl)(1-(2,6-dioxopiperidin-3-yl)-3-methyl-2-oxo-2,3-dihydro-1H-benzo[d]imidazol-5-yl)amino)butanoic acid C(C)(C)(C)OC(=O)N(CCCC(=O)O)C1=CC2=C(N(C(N2C)=O)C2C(NC(CC2)=O)=O)C=C1